1-(2-bromo-6-fluorobenzyl)-3,4-dimethyl-2-oxo-N-(2,4,6-trifluorobenzyl)-1,2,3,4-tetrahydro-quinazoline-7-carboxamide BrC1=C(CN2C(N(C(C3=CC=C(C=C23)C(=O)NCC2=C(C=C(C=C2F)F)F)C)C)=O)C(=CC=C1)F